2-(5-(2-(dimethylamino)ethyl)-2-oxo-4-(trifluoromethyl)pyridin-1(2H)-yl)-4-methylpentanoic acid CN(CCC=1C(=CC(N(C1)C(C(=O)O)CC(C)C)=O)C(F)(F)F)C